NS(=NC(CC=1C(=C2COCC2=CC1C(C)C)C(C)C)=O)(=O)C=1SC(=CC1F)C(C)(C)O N-(amino(3-fluoro-5-(2-hydroxypropan-2-yl)thiophen-2-yl)(oxo)-λ6-sulfaneylidene)-2-(4,6-diisopropyl-1,3-dihydroisobenzofuran-5-yl)acetamide